6-Chloro-3-[(1R)-1-(3,6-dimethyl-4-oxo-2-thiazolo[5,4-b]pyridin-6-yl-chromen-8-yl)ethoxy]-N'-hydroxy-pyridine-2-carboxamidine ClC1=CC=C(C(=N1)C(=NO)N)O[C@H](C)C=1C=C(C=C2C(C(=C(OC12)C=1C=C2C(=NC1)SC=N2)C)=O)C